6-((1-hydroxycyclopropyl)meth-yl)-2-(methylthio)-6,7-dihydro-5H-pyrrolo[3,4-d]pyrimidin-5-one OC1(CC1)CN1CC=2N=C(N=CC2C1=O)SC